tert-butyl (4R,7S,8S,9S)-13-chloro-14-fluoro-9,16,17-trimethyl-10-oxa-2,12,18,20-tetrazapentacyclo[9.7.1.14,7.02,8.015,19]icosa-1(18),11(19),12,14,16-pentaene-20-carboxylate ClC1=NC=2O[C@H]([C@@H]3[C@@H]4CC[C@H](CN3C3=NC(=C(C(=C1F)C32)C)C)N4C(=O)OC(C)(C)C)C